C1(=CC=CC2=CC=CC=C12)C1=CC(NC(N1)=S)=O 6-α-naphthyl-2-thiouracil